Tert-butyl 4-(6-{[(tert-butoxy) carbonyl] amino}-4-methoxypyridazin-3-yl)-1,2,3,6-tetrahydropyridine-1-carboxylate C(C)(C)(C)OC(=O)NC1=CC(=C(N=N1)C=1CCN(CC1)C(=O)OC(C)(C)C)OC